(S)-N-{3-[1-cyclopropyl-1-(2,4-difluoro-phenyl)-ethyl]-1H-indol-7-yl}-methanesulfonamide C1(CC1)[C@](C)(C1=C(C=C(C=C1)F)F)C1=CNC2=C(C=CC=C12)NS(=O)(=O)C